benzyl benzoate (benzofuranate) O1C(=CC2=C1C=CC=C2)C(=O)O.C(C2=CC=CC=C2)(=O)OCC2=CC=CC=C2